(4-methylpiperidin-1-yl)-2-azaspiro[3.3]heptane CC1CCN(CC1)C1NCC12CCC2